C(C1=CC=CC=C1)OC=1C=NC2=CC=C(C=C2C1)C1=CN(C=2N=C(N=C(C21)Cl)Cl)COCC[Si](C)(C)C 3-(benzyloxy)-6-(2,4-dichloro-7-((2-(trimethylsilyl)ethoxy)methyl)-7H-pyrrolo[2,3-d]pyrimidin-5-yl)quinoline